3,5-dimethyl-pyrazolium borate diethyl-(R,S)-1-(2,4-dichlorophenyl)-5-methyl-2-pyrazoline-3,5-dicarboxylate C(C)OC(=O)C1=NN([C@](C1)(C(=O)OCC)C)C1=C(C=C(C=C1)Cl)Cl.B([O-])([O-])[O-].CC=1N[NH+]=C(C1)C.CC=1N[NH+]=C(C1)C.CC=1N[NH+]=C(C1)C